5-[6-[4-[2-[4-[4-[(2,6-dioxo-3-piperidyl)oxy]phenyl]-1-piperidyl]acetyl]piperazin-1-yl]-3-pyridyl]-3-[3-[[ethyl(methyl)sulfamoyl]amino]-2-fluoro-benzoyl]-1H-pyrrolo[2,3-b]pyridine O=C1NC(CCC1OC1=CC=C(C=C1)C1CCN(CC1)CC(=O)N1CCN(CC1)C1=CC=C(C=N1)C=1C=C2C(=NC1)NC=C2C(C2=C(C(=CC=C2)NS(N(C)CC)(=O)=O)F)=O)=O